N-[5-(1-hydroxy-1-methyl-ethyl)-2-[4-(hydroxymethyl)-1-piperidyl]-1,3-benzothiazol-6-yl]-6-methyl-pyridine-2-carboxamide OC(C)(C)C=1C(=CC2=C(N=C(S2)N2CCC(CC2)CO)C1)NC(=O)C1=NC(=CC=C1)C